1,1,2,2-tetrafluoro-2-((1,2,2-trifluorovinyl)oxy)ethane-1-sulfonic acid FC(C(OC(=C(F)F)F)(F)F)(S(=O)(=O)O)F